N[C@H]1C2N(CC1CC2)C(=O)C2=CC1=C(C(=C(O1)C1=CC=3C(=NC(=CC3)N3CC(C3)OC)N1CC1CC1)C)C=C2 ((7R)-7-amino-2-azabicyclo[2.2.1]hept-2-yl)(2-(1-(cyclopropylmethyl)-6-(3-methoxyazetidin-1-yl)-1H-pyrrolo[2,3-b]pyridin-2-yl)-3-methylbenzofuran-6-yl)methanone